[Pb].C(CCCCCCC\C=C/CCCCCCCC)(=O)O oleic acid lead